CC1(CC2=C(C(=CS2)C(=O)OC(C)(C)C)CC1)C(=O)OCC 3-tert-butyl 6-ethyl 6-methyl-5,7-dihydro-4H-benzothiophene-3,6-dicarboxylate